4-bromomethylbenzaldehyde BrCC1=CC=C(C=O)C=C1